N1(C=NC=C1)C1=CC=C(C(=N1)C(=O)NC1CCC(CC1)OC)C 6-(1H-imidazol-1-yl)-N-(4-methoxycyclohexyl)-3-methylpyridineamide